4-{4-[4-(2-tert-butoxycarbonylamino-ethoxy)-phenylcarbamoyl]-phenyl}-3,6-dihydro-2H-pyridine-1-carboxylic acid tert-butyl ester C(C)(C)(C)OC(=O)N1CCC(=CC1)C1=CC=C(C=C1)C(NC1=CC=C(C=C1)OCCNC(=O)OC(C)(C)C)=O